BrC1=CC(=CC(=C1)SC)OC 1-bromo-3-methoxy-5-(methylsulfanyl)benzene